C(N)(=O)C1=NN(C=C1NC(=O)C=1C=NN2C1N=C(C=C2)NCC2CNC(C2)=O)C N-(3-Carbamoyl-1-methyl-1H-pyrazol-4-yl)-5-{[(5-oxopyrrolidin-3-yl)methyl]amino}pyrazolo[1,5-a]pyrimidin-3-carboxamid